3-acetyl-7-((4-(1-isopropyl-2-methyl-1H-benzo[d]imidazol-6-yl)pyrimidin-2-yl)amino)-4-morpholinyl-2H-benzopyran-2-one C(C)(=O)C=1C(OC2=C(C1N1CCOCC1)C=CC(=C2)NC2=NC=CC(=N2)C=2C=CC1=C(N(C(=N1)C)C(C)C)C2)=O